5-(N-(4-chloro-2-((2-chloro-N-((1-methyl-1H-Pyrrol-2-yl)methyl)benzoylamino)methyl)phenyl)-N-ethylsulfamoyl)-3-methylbenzofuran-2-carboxylic acid ethyl ester C(C)OC(=O)C=1OC2=C(C1C)C=C(C=C2)S(N(CC)C2=C(C=C(C=C2)Cl)CN(CC=2N(C=CC2)C)C(C2=C(C=CC=C2)Cl)=O)(=O)=O